COC(=O)C1(CN(CCC1)C(=O)OCC1=CC=CC=C1)C1=NNN=C1 3-(2H-1,2,3-triazol-4-yl)piperidine-1,3-dicarboxylic acid 1-benzyl 3-methyl ester